NCC(CC1=CC(=CC=C1)F)NC(=O)C=1SC=C(C1C)C1=CC=NC=2NC(C[C@@H](C12)C)=O (S)-N-(1-amino-3-(3-fluorophenyl)propan-2-yl)-3-methyl-4-(5-methyl-7-oxo-5,6,7,8-tetrahydronaphthyridin-4-yl)thiophene-2-carboxamide